FC=1C(=C(C=C(C1)CC1=C(N=C(O1)[Si](C(C)C)(C(C)C)C(C)C)C)CC(=O)OCC)OC ethyl 2-(3-fluoro-2-methoxy-5-((4-methyl-2-(triisopropylsilyl)oxazol-5-yl)methyl)phenyl)acetate